S1C(=NC2=C1C=CC=C2)C([C@H](C[C@H]2C(NCC2)=O)NC(=O)[C@H]2N(CC[C@@H](C2)C)C([C@@H](NS(=O)(=O)C)C(C)C)=O)=O (2S,4S)-N-{(2S)-1-(1,3-benzothiazol-2-yl)-1-oxo-3-[(3S)-2-oxopyrrolidin-3-yl]propan-2-yl}-4-methyl-1-[N-(methylsulfonyl)-L-valyl]piperidine-2-carboxamide